[Si](C)(C)(C(C)(C)C)OCC=1SC(=C(N1)C(F)(F)F)C1=CC(=NC=C1F)Cl 2-(((tert-butyldimethylsilyl)oxy)methyl)-5-(2-chloro-5-fluoropyridin-4-yl)-4-(trifluoromethyl)thiazole